diaza-propan NNC